[Si](C)(C)(C(C)(C)C)OCCNC1=C2C=C(C(N(C2=CC=C1)C)=O)C(=O)NC1=NC=C(C=C1)F 5-[2-[tert-Butyl(dimethyl)silyl]oxyethylamino]-N-(5-fluoro-2-pyridyl)-1-methyl-2-oxo-quinoline-3-carboxamide